C(C)(C)OC=1C=C(OCC2=NC3=CC=CC=C3C=C2)C=CC1 ((3-isopropoxyphenoxy)methyl)quinoline